C(C)(C)(C)OC(CCCCCCOC1=CC=CC2=C3N(N=C12)C[C@H](N1C3=CC(C(=C1)C(=O)OCC)=O)C(C)(C)C)=O ethyl (R)-10-((7-(tert-butoxy)-7-oxoheptyl)oxy)-6-(tert-butyl)-2-oxo-6,7-dihydro-2H-pyrido[2',1':3,4]pyrazino[1,2-b]indazole-3-carboxylate